C(C1=CC=CC=C1)OC1=C(C=C(C=C1)C)C(C)=O 1-(2-(benzyloxy)-5-methylphenyl)ethan-1-one